O=C1NC=2N(C(=C1)CCC)C(=NN2)SC(C(=O)OCC)CC ethyl 2-[(7-oxo-5-propyl-7,8-dihydro [1,2,4]triazolo[4,3-a]pyrimidin-3-yl)sulfanyl]butanoate